tert-Butyl 4-(4-(methoxycarbonyl)phenyl)-3,6-dihydropyridine-1(2H)-carboxylate COC(=O)C1=CC=C(C=C1)C=1CCN(CC1)C(=O)OC(C)(C)C